CN(C)[SiH2]N(CC)CC N-(dimethylaminosilyl)-N-ethylethylamine